ClC=1C=C(C=C(C1OCCCl)C#N)C(C)(C)C1=CC=C(OCC2=NC=NC=C2)C=C1 4-((4-(2-(3-chloro-4-(2-chloroethoxy)-5-cyanophenyl)propan-2-yl)phenoxy)methyl)pyrimidin